6-Amidino-2-naphthyl 4-Guanidinobenzoate N(C(=N)N)C1=CC=C(C(=O)OC2=CC3=CC=C(C=C3C=C2)C(N)=N)C=C1